7-[[5-(4-hydroxy-1-piperidyl)-2-pyridyl]amino]-4-(3-methylpyrazolo-[1,5-a]pyrimidin-7-yl)isoindolin-1-one OC1CCN(CC1)C=1C=CC(=NC1)NC=1C=CC(=C2CNC(C12)=O)C1=CC=NC=2N1N=CC2C